5-hydroxy-1,3-benzodioxole OC1=CC2=C(OCO2)C=C1